C1(CC1)CN1N=CC(=C1)C1=NN2C(=NC=3C(=CC=CC3C2=N1)C(F)(F)F)N[C@H]1C(NCCCC1)=O (3R)-3-({2-[1-(cyclopropylmethyl)-1H-pyrazol-4-yl]-7-(trifluoromethyl)[1,2,4]triazolo[1,5-c]quinazolin-5-yl}amino)azepan-2-one